BrC=1C=CC2=C(C(CO2)C)C1OCOC 5-bromo-4-(methoxymethoxy)-3-methyl-2,3-dihydrobenzofuran